FC1=C(CNC(=O)N2CCC3(NC4=CC=C(C=C4C(C3)=O)F)CC2)C=C(C(=C1)F)NCCO N-(2,4-difluoro-5-((2-hydroxyethyl)amino)benzyl)-6'-fluoro-4'-oxo-3',4'-dihydro-1'h-spiro[piperidine-4,2'-quinoline]-1-carboxamide